C(C)OCOC=1C=C(C=O)C=CC1C1=NN=C(C2=CC=CC=C12)NC1CC(C1)(C)O 3-(ethoxymethoxy)-4-(4-(((cis)-3-hydroxyl-3-methylcyclobutyl)amino)phthalazin-1-yl)benzaldehyde